4-fluoro-3-(4,4,5,5-tetramethyl-1,3,2-dioxaborolan-2-yl)-5-chlorobenzonitrile FC1=C(C=C(C#N)C=C1Cl)B1OC(C(O1)(C)C)(C)C